isopropyl α-cyanoacrylate C(#N)C(C(=O)OC(C)C)=C